ClC1=CC=C(C(=O)N2C(=C(C3=CC(=CC=C23)OC)CC(=O)OC2=CC=C(C=C2)C(N)=S)C)C=C1 4-carbamothioylphenyl 2-(1-(4-chlorobenzoyl)-5-methoxy-2-methyl-1H-indol-3-yl)acetate